(±)-Ethyl 2-[4-(3-aminotetrahydrofuran-3-yl)phenyl]-2-cyclobutyl-acetate NC1(COCC1)C1=CC=C(C=C1)C(C(=O)OCC)C1CCC1